FC=1C=C(C=CC1OC=1C=C2C=NN(C2=CC1C=1C=NNC1)C)NC(=O)C=1C(N(C(=CC1)OC(C)C)C1=CC=C(C=C1)F)=O N-(3-fluoro-4-(1-methyl-6-(1H-pyrazol-4-yl)-1H-indazol-5-yloxy)phenyl)-1-(4-fluorophenyl)-6-isopropoxy-2-oxo-1,2-dihydropyridine-3-carboxamide